indenofuranethylamine O1C(C=C2C1=CC=1C=CC=CC12)CCN